C(CC)[SiH](O)C propyl-methyl-silanol